O[C@@H](C)C=1N(C=CN1)CC#CC1=CC=C(C=C1)C1=CC=C(C=C1)C1CC(C1)NCC(N)=N (S)-2-((3-(4'-(3-(2-(1-hydroxyethyl)-1H-imidazol-1-yl)prop-1-yn-1-yl)-[1,1'-biphenyl]-4-yl)cyclobutyl)amino)acetimidamide